methyl 2-(piperidin-4-yl)benzoate N1CCC(CC1)C1=C(C(=O)OC)C=CC=C1